COC=1C=C(C=CC1OC)NS(=O)(=O)C1=CC=C(C=C1)C N-(3,4-dimethoxyphenyl)-4-methylbenzenesulfonamide